3-(difluoromethyl)-9-methyl-3,4,7,15-tetraazatricyclo[12.3.1.02,6]Octadeca-1(18),2(6),4,14,16-pentaen-8-one trifluoroacetate FC(C(=O)O)(F)F.FC(N1C=2C=3C=CN=C(CCCCC(C(NC2C=N1)=O)C)C3)F